FC1=C2C=C(N(C2=CC=C1N1C(C=2C=C(C(=NC2C(=C1)C(=O)N1CCC(CC1)F)OC)OC)=O)C([2H])([2H])[2H])C 6-(4-fluoro-2-methyl-1-(methyl-d3)-1H-indol-5-yl)-8-(4-fluoropiperidine-1-carbonyl)-2,3-dimethoxy-1,6-naphthyridin-5(6H)-one